NC1=C(C=C(C=N1)C1(CC1)C#N)SCC 1-(6-amino-5-ethylsulfanyl-3-pyridyl)cyclopropane-carbonitrile